NC1=NC(=C(C=2N1C(N(N2)CC2N(CCOC2)CC2=CC=CC=C2)=O)Br)C2=CC=CC=C2 5-amino-2-((4-benzylmorpholin-3-yl)methyl)-8-bromo-7-phenyl-[1,2,4]Triazolo[4,3-c]Pyrimidin-3(2H)-one